C(C)(C)(C)OC(=O)N1C[C@@H](CCC1)NC(CN1C(C2=CC=C(C=C2C(=N1)OC1CC1)Br)=O)=O (3R)-3-[[2-(6-bromo-4-cyclopropyloxy-1-oxophthalazin-2-yl)acetyl]amino]piperidine-1-carboxylic acid tert-butyl ester